di(pyrrolidinyl)diethoxysilane N1(CCCC1)[Si](OCC)(OCC)N1CCCC1